di-(isopropyl) phenyl phosphate P(=O)(OC(C)C)(OC(C)C)OC1=CC=CC=C1